2-chloro-N-(3-hydroxy-4-pyridyl)acetamide ClCC(=O)NC1=C(C=NC=C1)O